The molecule is a member of the class of cyclohexenones that is (1R,5S,6R)-4-amino-5-hydroxy-1-(hydroxymethyl)-7-oxabicyclo[4.1.0]hept-3-en-2-one in which one of the amino hydrogens is replaced by an acetyl group. It has a role as a bacterial metabolite. It is an acetamide, an epoxide, a member of cyclohexenones, an enone, an oxabicycloalkane, a primary alcohol and a tertiary alcohol. CC(=O)NC1=CC(=O)[C@]2([C@@H]([C@H]1O)O2)CO